ClC1=C(C=CC=C1)[C@H]1CC[C@H](N1C(=O)C1=CC=C(C=C1)C1=C(C=C(C=C1)OC)F)C(=O)O (2S,5R)-5-(2-chlorophenyl)-1-(2'-fluoro-4'-methoxy-[1,1'-biphenyl]-4-carbonyl)pyrrolidine-2-carboxylic acid